9-(3-(4-(6-Fluorobenzo[d]isoxazol-3-yl)piperidin-1-yl)propoxy)-5,6-dihydro-1H-pyrrolo[3,2,1-ij]quinolin-4(2H)-one FC1=CC2=C(C(=NO2)C2CCN(CC2)CCCOC2=CC=C3CCC(N4C3=C2CC4)=O)C=C1